F[C@@H]1[C@@H](CNC1)NC1=NN2C(C(=N1)OC)=C(C=C2)C=2C=NC=1N(C2)C=CN1 N-((3R,4S)-4-fluoropyrrolidin-3-yl)-5-(imidazo[1,2-a]pyrimidin-6-yl)-4-methoxypyrrolo[2,1-f][1,2,4]triazin-2-amine